N-(1'-(6-(3-hydroxypyrrolidin-1-yl)-4-methylpyridin-2-yl)-1',2'-dihydrospiro[cyclopropane-1,3'-pyrrolo[3,2-c]pyridin]-6'-yl)acetamide OC1CN(CC1)C1=CC(=CC(=N1)N1CC2(C=3C=NC(=CC31)NC(C)=O)CC2)C